5-fluorobenzo[b]thiophene-3-carbonitrile FC1=CC2=C(SC=C2C#N)C=C1